C1(CC1)C1=NC=NC(=C1C1=NC=C(C(=N1)C(C)C1=CC=C(C=C1)C=1N(C=C(N1)C(F)(F)F)C)OC)OC([2H])([2H])[2H] 4'-cyclopropyl-5-methoxy-6'-(methoxy-d3)-4-(1-(4-(1-methyl-4-(trifluoromethyl)-1H-imidazol-2-yl)phenyl)ethyl)-2,5'-bipyrimidine